ClC=1C=C2C(=NN1)NC[C@@]1(N2C[C@@H](C1)N)CC (6aR,8R)-2-chloro-6a-ethyl-5,6,6a,7,8,9-hexahydropyrrolo[1',2':4,5]pyrazino[2,3-c]pyridazin-8-amine